O=C1NC(CCC1N1C(C2=CC=CC(=C2C1=O)OCCCCCCCCCN1CCC(CC1)N1N=CC(=C1)NC1=NN2C(C=N1)=CC=C2C=2C=NN(C2)C)=O)=O 2-(2,6-dioxopiperidin-3-yl)-4-((9-(4-(4-((7-(1-methyl-1H-pyrazol-4-yl)pyrrolo[2,1-f][1,2,4]triazin-2-yl)amino)-1H-pyrazol-1-yl)piperidin-1-yl)nonyl)oxy)isoindoline-1,3-Dion